Cl.C(CCC)N butylamine hydrochloride salt